C(C1=CC=CC=C1)OC1=C(C(=O)N2CC3=CC=C(C=C3C2)CN2CCN(CC2)CCOCCOCCNC2=C3C(N(C(C3=CC=C2)=O)C2C(NC(CC2)=O)=O)=O)C(=CC(=C1C)O)O 4-((2-(2-(2-(4-((2-(2-(Benzyloxy)-4,6-dihydroxy-3-methylbenzoyl)isoindolin-5-yl)methyl)piperazin-1-yl)ethoxy)ethoxy)ethyl)amino)-2-(2,6-dioxopiperidin-3-yl)isoindoline-1,3-dione